(2-(2-fluoro-5-(2-(4-(indolin-5-yl)-5-methylthiazol-2-ylamino)-2-oxoethyl)phenoxy)ethoxy)ethylcarbamic acid tert-butyl ester C(C)(C)(C)OC(NCCOCCOC1=C(C=CC(=C1)CC(=O)NC=1SC(=C(N1)C=1C=C2CCNC2=CC1)C)F)=O